C1(=CC=C(C=C1)C1=NN(C2=CC=CC=C12)S(=O)(=O)C1=CC=C(C)C=C1)C1=CC=CC=C1 3-([1,1'-biphenyl]-4-yl)-1-tosyl-1H-indazole